N-(2-hydroxyphenyl)acrylamide OC1=C(C=CC=C1)NC(C=C)=O